ClC1=C2C(=NC=C1)NC(=C2)C=2C=NC=CC2 4-chloro-2-(3-pyridinyl)pyrrolo[2,3-b]Pyridine